4-(1-aminoethyl)-2-chloro-N-cyclopentyl-benzamide NC(C)C1=CC(=C(C(=O)NC2CCCC2)C=C1)Cl